(S)-tert-Butyl 2-((2S,3R)-3-(3-chlorophenyl)-2-(4-chlorophenyl)-6-oxopiperidin-1-yl)-2-cyclopropylacetate ClC=1C=C(C=CC1)[C@@H]1[C@H](N(C(CC1)=O)[C@H](C(=O)OC(C)(C)C)C1CC1)C1=CC=C(C=C1)Cl